NC=1C=2N(C3=CC(=CC=C3N1)C(=O)N(C1COCC3=CC(=CC=C13)C(F)(F)F)C)C=NC2 4-amino-N-methyl-N-(7-(trifluoromethyl)isochroman-4-yl)imidazo[1,5-a]quinoxaline-8-carboxamide